racemic-1-benzyl-3-(2-((tert-butyldiphenylsilyl)oxy)ethyl)-4-fluoro-5-methylpiperidine C(C1=CC=CC=C1)N1CC(C(C(C1)C)F)CCO[Si](C1=CC=CC=C1)(C1=CC=CC=C1)C(C)(C)C